ammonium carboxymethyl-sodium salt C(=O)([O-])C[Na].[NH4+]